tert-butyl 4-(5-nitro-6-{[2-(pyridine-3-amido)pyridin-4-yl]amino}pyridin-2-yl)piperazine-1-carboxylate [N+](=O)([O-])C=1C=CC(=NC1NC1=CC(=NC=C1)NC(=O)C=1C=NC=CC1)N1CCN(CC1)C(=O)OC(C)(C)C